dihydro-5H-cyclopenta[b]pyridin-5-one N1C2=C(C=CC1)C(C=C2)=O